[(2S)-1-(4-{[(3-chloro-4-methoxyphenyl)methyl] amino}-5-{[(pyrimidin-2-yl)methyl] carbamoyl} pyrimidin-2-yl)pyrrolidin-2-yl]methyl 6-(nitrooxy)hexanoate [N+](=O)([O-])OCCCCCC(=O)OC[C@H]1N(CCC1)C1=NC=C(C(=N1)NCC1=CC(=C(C=C1)OC)Cl)C(NCC1=NC=CC=N1)=O